(1R,2S,5S)-N-((S)-1-amino-1-oxo-3-((S)-2-oxopyrrolidin-3-yl)propan-2-yl)-3-((S)-2-(2,2-difluoropropionylamino)-3,3-dimethylbutyryl)-6,6-dimethyl-3-azabicyclo[3.1.0]hexane-2-carboxamide NC([C@H](C[C@H]1C(NCC1)=O)NC(=O)[C@@H]1[C@H]2C([C@H]2CN1C([C@H](C(C)(C)C)NC(C(C)(F)F)=O)=O)(C)C)=O